5-[5-fluoro-6-(morpholin-4-yl)-2,3-dihydro-1H-isoindol-2-yl]-4-(trifluoromethyl)-2,3-dihydropyridazin-3-one FC=1C=C2CN(CC2=CC1N1CCOCC1)C1=C(C(NN=C1)=O)C(F)(F)F